5-benzyl-2-(6-bromo-1H-indazol-3-yl)-4,5,6,7-tetrahydro-1H-imidazo[4,5-c]pyridine C(C1=CC=CC=C1)N1CC2=C(CC1)NC(=N2)C2=NNC1=CC(=CC=C21)Br